(S)-1-(2,3-difluoro-6-hydroxybenzyl)-3,4-dimethyl-2-oxo-N-(2,4,6-trifluorobenzyl)-1,2,3,4-tetrahydro-quinazoline-7-carboxamide FC1=C(CN2C(N([C@H](C3=CC=C(C=C23)C(=O)NCC2=C(C=C(C=C2F)F)F)C)C)=O)C(=CC=C1F)O